2-(6-((1-acryloylpiperidin-4-yl)ethynyl)-4-amino-5-(4-phenoxyphenyl)-7H-pyrrolo[2,3-d]pyrimidin-7-yl)propanoic acid C(C=C)(=O)N1CCC(CC1)C#CC1=C(C2=C(N=CN=C2N)N1C(C(=O)O)C)C1=CC=C(C=C1)OC1=CC=CC=C1